(S)-(4-(((4,11-diethyl-4-hydroxy-3,14-dioxo-3,4,12,14-tetrahydro-1H-pyrano[3',4':6,7]indolizino[1,2-b]quinolin-9-yl)oxy)methyl)-2-formylphenyl)boronic acid C(C)[C@]1(C(OCC=2C(N3CC=4C(=NC=5C=CC(=CC5C4CC)OCC4=CC(=C(C=C4)B(O)O)C=O)C3=CC21)=O)=O)O